C[C@H]1CN(CC[C@H]1CNC(=O)C1=NOC(=N1)C1(CC1)C)C=1C=2N(C=C(N1)C=1C=NN(C1)C)N=CC2 N-(((3R,4R)-3-methyl-1-(6-(1-methyl-1H-pyrazol-4-yl)pyrazolo[1,5-a]pyrazin-4-yl)piperidin-4-yl)methyl)-5-(1-methylcyclopropyl)-1,2,4-oxadiazole-3-carboxamide